(R)-tert-butyl 5-amino-4-(5-fluoro-6-(4-formylpiperidin-1-yl)-1,3-dioxoisoindolin-2-yl)-5-oxopentanoate NC([C@@H](CCC(=O)OC(C)(C)C)N1C(C2=CC(=C(C=C2C1=O)F)N1CCC(CC1)C=O)=O)=O